4-(7-chloro-4-((1-(3-(difluoro(tetrahydrofuran-3-yl)methyl)-2-fluorophenyl)ethyl)amino)-2-methylpyrido[2,3-d]pyrimidin-6-yl)tetrahydro-2H-thiopyran-1,1-dioxide ClC=1C(=CC2=C(N=C(N=C2NC(C)C2=C(C(=CC=C2)C(C2COCC2)(F)F)F)C)N1)C1CCS(CC1)(=O)=O